phenyl[bis(biphenylyl)triazinyl]benzselenophene C1(=CC=CC=C1)C1=C([Se]C2=C1C=CC=C2)C2=NN=NC(=C2C2=C(C=CC=C2)C2=CC=CC=C2)C2=C(C=CC=C2)C2=CC=CC=C2